C(#N)C1=CC(=C(C=C1)C1OC2=C(O1)C=CC=C2C2=CC(=C(CC1=NC3=C(N1CCOC)C=C(C=C3)C(=O)O)C=C2)F)F 2-(4-(2-(4-cyano-2-fluorophenyl)benzo[d][1,3]dioxol-4-yl)-2-fluorobenzyl)-1-(2-methoxyethyl)-1H-benzo[d]imidazole-6-carboxylic acid